Cl.N[C@@H](CCCNC(N)=N)C(=O)O L-Arginine, Monohydrochloride